2-[(2S,5R)-5-methyl-4-(1-methylcyclopropanecarbonyl)-2-phenyl-piperazin-1-yl]-2-oxo-N-(1-tetrahydropyran-2-ylpyrazolo[3,4-c]pyridin-4-yl)acetamide C[C@H]1N(C[C@@H](N(C1)C(C(=O)NC1=C2C(=CN=C1)N(N=C2)C2OCCCC2)=O)C2=CC=CC=C2)C(=O)C2(CC2)C